2-(4-methoxyphenyl)-4,6-bis(trichloromethyl)-1,3,5-triazine COC1=CC=C(C=C1)C1=NC(=NC(=N1)C(Cl)(Cl)Cl)C(Cl)(Cl)Cl